2-((2-(2,3-dihydro-4H-benzo[b][1,4]oxazin-4-yl)-2-oxoethyl)amino)-4,6-bis(trifluoromethyl)nicotinonitrile O1C2=C(N(CC1)C(CNC1=C(C#N)C(=CC(=N1)C(F)(F)F)C(F)(F)F)=O)C=CC=C2